4-(4-((2-(difluoromethoxy)-3,4,5,6-tetrafluorophenyl)sulfonyl)piperazin-1-yl)-7-(naphthalen-1-yl)-5,6,7,8-tetrahydropyrido[3,4-d]pyrimidine FC(OC1=C(C(=C(C(=C1F)F)F)F)S(=O)(=O)N1CCN(CC1)C=1C2=C(N=CN1)CN(CC2)C2=CC=CC1=CC=CC=C21)F